thiazolobenzoxazineone O1NC=CC2=C1C1=C(C=C2)N=CS1=O